N1=C(SC=2C1=C1C(OCCN1)=CC2)N2C(NC[C@H]2C#CC)=O |r| (RS)-1-(8,9-dihydro-7H-thiazolo[4',5':3,4]benz[1,2-b][1,4]oxazin-2-yl)-5-(prop-1-yn-1-yl)imidazolidin-2-one